6-(Cyclopropanecarboxamido)-4-((4-methoxy-5-(methoxymethyl)pyrazolo[1,5-a]pyridin-3-yl)amino)-N-(methyl-d3)nicotinamide C1(CC1)C(=O)NC1=NC=C(C(=O)NC([2H])([2H])[2H])C(=C1)NC=1C=NN2C1C(=C(C=C2)COC)OC